diphenyliodonium hexafluoroantimonate F[Sb-](F)(F)(F)(F)F.C1(=CC=CC=C1)[I+]C1=CC=CC=C1